(2R,3R,4S,5R,6R)-4-(4-(3-chloro-5-fluorophenyl)-1H-1,2,3-triazol-1-yl)-2-(hydroxymethyl)-5-methoxy-6-((5-(1-(methylsulfonyl)piperidin-4-yl)isoxazol-3-yl)methyl)tetrahydro-2H-pyran-3-ol ClC=1C=C(C=C(C1)F)C=1N=NN(C1)[C@H]1[C@H]([C@H](O[C@@H]([C@@H]1OC)CC1=NOC(=C1)C1CCN(CC1)S(=O)(=O)C)CO)O